(R)-7-(3-(3-fluoropyrrolidin-1-yl)propoxy)-N-isopropyl-8-methoxy-2,3-dihydro-1H-cyclopenta[c]quinolin-4-amine F[C@H]1CN(CC1)CCCOC=1C(=CC=2C3=C(C(=NC2C1)NC(C)C)CCC3)OC